5-(4-tert-butylphenyl)-pyrazoline C(C)(C)(C)C1=CC=C(C=C1)C1C=CNN1